(RS)-2-Ethylhexyl 3-((2-((1R*,2S*)-2-(3-(1,3-dioxoisoindolin-2-yl)propyl)cyclobutoxy)-4-methylphenyl)sulfonyl)propanoate O=C1N(C(C2=CC=CC=C12)=O)CCC[C@@H]1[C@@H](CC1)OC1=C(C=CC(=C1)C)S(=O)(=O)CCC(=O)OC[C@@H](CCCC)CC |o1:14,15,&1:35|